FC1CN(CC1)S(=O)(=O)N 3-fluoro-pyrrolidine-1-sulfonamide